5-methyl-3-(2-methylenefuryl)-4-hydroxy-6-phenyl-1,3-thiazine-2-thione CC=1C(N(C(SC1C1=CC=CC=C1)=S)C1C(OC=C1)=C)O